3-(2-chloro-4-methylsulfonylbenzoyl)-2-phenylthiobicyclo[3.2.1]oct-2-en-4-one ClC1=C(C(=O)C2=C(C3CCC(C2=O)C3)SC3=CC=CC=C3)C=CC(=C1)S(=O)(=O)C